FC(CN1N=NC2=C1C=C(C=C2)C=2C=CN1N=C(N=C(C12)OC)N[C@H]1C(CN(CC1)C(C([2H])([2H])[2H])=O)(F)F)F (R)-1-(4-((5-(1-(2,2-difluoroethyl)-1H-benzo[d][1,2,3]triazol-6-yl)-4-methoxypyrrolo[2,1-f][1,2,4]triazin-2-yl)amino)-3,3-difluoropiperidin-1-yl)ethan-1-one-2,2,2-d3